C(=C)C1=C(N=C2C(=CC=NC2=C1)OC1=C(C=C(C=C1)NC(=O)C=1C=NC(=C(C1O)C1=CC=C(C=C1)F)C)F)OC N-[4-[(7-ethenyl-6-methoxy-1,5-naphthyridin-4-yl)oxy]-3-fluorophenyl]-5-(4-fluorophenyl)-4-hydroxy-6-methylpyridine-3-carboxamide